ClC1=C(C=NN1C)C(CC(=O)OCC)=O ethyl 3-(5-chloro-1-methyl-1H-pyrazol-4-yl)-3-oxopropionate